2-ethoxy-6-methyl-N-(5-nitrothiazol-2-yl)benzamide C(C)OC1=C(C(=O)NC=2SC(=CN2)[N+](=O)[O-])C(=CC=C1)C